1-Dodecyl-2-butylpiperidinium methansulfonat CS(=O)(=O)[O-].C(CCCCCCCCCCC)[NH+]1C(CCCC1)CCCC